3-ethyl-7-((6-(4-fluorophenyl)-2,6-diazaspiro[3.3]heptan-2-yl)methyl)pyrido[2,3-b]pyrazin-2(1H)-one C(C)C=1C(NC2=C(N1)N=CC(=C2)CN2CC1(C2)CN(C1)C1=CC=C(C=C1)F)=O